N-[5-[[2-(1,3,3a,4,6,6a-hexahydrofuro[3,4-c]pyrrol-5-yl)acetyl]amino]-2-methyl-3-pyridyl]-6-(1-methylpyrazol-4-yl)triazolo[1,5-a]pyridine-3-carboxamide C1OCC2C1CN(C2)CC(=O)NC=2C=C(C(=NC2)C)NC(=O)C=2N=NN1C2C=CC(=C1)C=1C=NN(C1)C